C(C1=CC=CC=C1)N1CC(C(C(C1)C)(F)F)CCOS(=O)(=O)C1=CC=C(C=C1)C 2-(1-benzyl-4,4-difluoro-5-methyl-3-piperidyl)ethyl-4-methyl-benzenesulfonate